N-(2-aminoethyl)-3-aminopropyl-methylethoxysilane NCCNCCC[SiH](OCC)C